(R)-2-Methyl-6-(tetrahydro-2H-pyran-4-yl)-N-(1-(3-(trifluoromethyl)phenyl)ethyl)imidazole CC=1N(C=CN1)[C@H](C)C1=CC(=CC=C1C1CCOCC1)C(F)(F)F